tert-butyl-dimethyl-[[4-[1-methyl-1-[4-(6-nitro-3-pyridyl)piperazin-1-yl]ethyl]phenyl]methoxy]silane C(C)(C)(C)[Si](OCC1=CC=C(C=C1)C(C)(N1CCN(CC1)C=1C=NC(=CC1)[N+](=O)[O-])C)(C)C